1-(2,3-difluorophenyl)-2,2-difluoropropan-1-amine FC1=C(C=CC=C1F)C(C(C)(F)F)N